1-bromo-3-chloro-5-fluoro-2-methylbenzene BrC1=C(C(=CC(=C1)F)Cl)C